C(C)OC1=CC=C(C=C1)N(C(=O)OCC1CCC(CC1)COCC(=O)O)C1=CC=C(C=C1)F 2-(((1r,4r)-4-(((4-ethoxyphenyl)(4-fluorophenyl)carbamoyloxy)methyl)cyclohexyl)methoxy)acetic acid